oleyl myristate C(CCCCCCCCCCCCC)(=O)OCCCCCCCC\C=C/CCCCCCCC